NC1=NC(=CC(=N1)N1[C@@H](COCCC1)C=1C=C(NCCCO)C=CC1Cl)C |r| (±)-3-[3-[4-(2-Amino-6-methyl-pyrimidin-4-yl)-1,4-oxazepan-3-yl]-4-chloro-anilino]propan-1-ol